3-[[3-ethyl-4-[3-fluoro-5-isobutyl-2-(2H-tetrazol-5-yl)phenyl]piperazin-1-yl]methyl]pyridazine C(C)C1CN(CCN1C1=C(C(=CC(=C1)CC(C)C)F)C=1N=NNN1)CC=1N=NC=CC1